C(CCC)NC(=O)NCC(C)(OC)C1=CC(=CC=C1)Cl 1-butyl-3-[2-(3-chlorophenyl)-2-methoxy-propyl]urea